(R)-1-phenylethyl 4-(7-(1-methyl-1H-pyrazol-4-yl)imidazo[1,2-c]pyrimidin-3-yl)piperazine-1-carboxylate CN1N=CC(=C1)C1=CC=2N(C=N1)C(=CN2)N2CCN(CC2)C(=O)O[C@H](C)C2=CC=CC=C2